O=C1NC(CCC1NC(C1=CC=C(C=C1)C)=O)=O N-(2,6-dioxo-3-piperidinyl)-4-methyl-benzamide